(R)-1-((S)-2-hydroxy-1-phenylethyl)-5-methylpiperidin-2-one OC[C@H](C1=CC=CC=C1)N1C(CC[C@H](C1)C)=O